CN1CC(CC1)NC(=O)C1=NN2C(N=C(C=C2C2=CC=CC=C2)C2=CC=CC=C2)=C1 N-(1-Methylpyrrolidin-3-yl)-5,7-diphenylpyrazolo[1,5-a]pyrimidine-2-carboxamide